4-(2-chloro-3-methoxypropoxy-4-methylsulfonylbenzoyl)-1,3-dimethyl-5-hydroxypyrazole ClC(COC1=C(C(=O)C=2C(=NN(C2O)C)C)C=CC(=C1)S(=O)(=O)C)COC